4-[4-benzyloxy-6-fluoro-1-(4-fluorophenyl)-2-(trifluoromethyl) indol-3-yl]Benzyl benzoate C(C1=CC=CC=C1)(=O)OCC1=CC=C(C=C1)C1=C(N(C2=CC(=CC(=C12)OCC1=CC=CC=C1)F)C1=CC=C(C=C1)F)C(F)(F)F